NC1=C(C(N(C2=CC(=CC=C12)NCC)C1=CC=CC=C1)=O)C(=O)OC methyl 4-amino-7-(ethylamino)-2-oxo-1-phenyl-1,2-dihydroquinoline-3-carboxylate